4-((1R,5S)-3,8-diazabicyclo[3.2.1]octan-3-yl)-7-(2-chloronaphthalen-1-yl)-8-fluoro-2-((tetrahydro-1H-pyrrolizin-7a(5H)-yl)methoxy)pyrido[4,3-d]pyrimidin [C@H]12CN(C[C@H](CC1)N2)C=2C1=C(N=C(N2)OCC23CCCN3CCC2)C(=C(N=C1)C1=C(C=CC2=CC=CC=C12)Cl)F